COC1=NSC=C1C1=CN=C(N1)C1N(CCCC1)C(C(C)SC)=O 1-(2-(5-(3-methoxyisothiazol-4-yl)-1H-imidazol-2-yl)piperidin-1-yl)-2-(methylthio)propan-1-one